methyl 2-[1-(4-methylpyridin-2-yl) pyrazol-4-yl]acetate CC1=CC(=NC=C1)N1N=CC(=C1)CC(=O)OC